1'-(2-fluoro-4-pyridyl)-3'-(trifluoromethyl)spiro[1,3-dioxolane-2,7'-5,6-dihydro-4H-indazole] FC1=NC=CC(=C1)N1N=C(C=2CCCC3(C12)OCCO3)C(F)(F)F